1-isopropyl-7-(1H-pyrazol-5-yl)-N-(4-((trifluoromethyl)thio)phenyl)indoline-5-carboxamide C(C)(C)N1CCC2=CC(=CC(=C12)C1=CC=NN1)C(=O)NC1=CC=C(C=C1)SC(F)(F)F